(1R,2S,3R,5R)-3-(5-(4-Chloro-1H-pyrazol-5-yl)-7H-pyrrolo[2,3-d]pyrimidin-7-yl)-5-(((3-(phenethylamino)propyl)amino)methyl)cyclopentane-1,2-diol ClC=1C=NNC1C1=CN(C=2N=CN=CC21)[C@H]2[C@@H]([C@@H]([C@H](C2)CNCCCNCCC2=CC=CC=C2)O)O